5-Phenyl-1H-pyrazole-3-carboxylic acid {2-[4-(2-methanesulfonyl-phenoxy)-piperidin-1-yl]-2-oxo-ethyl}-amide CS(=O)(=O)C1=C(OC2CCN(CC2)C(CNC(=O)C2=NNC(=C2)C2=CC=CC=C2)=O)C=CC=C1